C[C@H]1CC(NN=C1C1=CC=C(C=C1)N1CCOCC1)=O |r| (SR)-5-methyl-6-[4-(morpholin-4-yl)phenyl]-4,5-dihydropyridazin-3(2H)-one